C(#N)C=1C=CC(=C2N=CC=NC12)N1C[C@@H]([C@@H](C1)C)NC(CN1CCOCC1)=O N-[(3r,4r)-1-(8-cyanoquinoxalin-5-yl)-4-methylpyrrolidin-3-yl]-2-(morpholin-4-yl)acetamide